NC1=C(SC2=NC(=CC=C21)C)C(=O)N[C@H]2CC=1C=CC(=NC1C1(C2)CC1)N1CCNCC1 3-amino-6-methyl-N-[(6'R)-2'-(piperazin-1-yl)-6',7'-dihydro-5'H-spiro[cyclopropane-1,8'-quinoline]-6'-yl]thieno[2,3-b]pyridine-2-carboxamide